4-((1-(4-amino-2-ethyl-5-methoxyphenyl)piperidin-4-yl)methyl)piperazine-1-carboxylic acid tert-butyl ester C(C)(C)(C)OC(=O)N1CCN(CC1)CC1CCN(CC1)C1=C(C=C(C(=C1)OC)N)CC